FC1=C(C=CC(=C1)F)C(C)NC(CN1C(NC2=CC=CC=C2C1=O)=O)=O N-(1-(2,4-difluorophenyl)ethyl)-2-(2,4-dioxo-1,4-dihydroquinazolin-3(2H)-yl)acetamide